F[B-](F)(F)F.C(CCC)[N+]1=C(C=CC=C1)C 1-Butyl-2-methylpyridinium tetrafluoroborate